Racemic-2-{[(1-acryloylpyrrolidin-3-yl)methyl]amino}-N-(2R)-(1-methoxypropan-2-yl)-5H-pyrrolo[2,3-b]pyrazine-7-carboxamide C(C=C)(=O)N1C[C@H](CC1)CNC=1N=C2C(=NC1)NC=C2C(=O)N[C@@H](COC)C |&1:6|